NC1=CC=CC=C1CNC(=O)CNC=1C=2N=CN([C@H]3[C@H](O)[C@H](O)[C@@H](CO)O3)C2N=CN1 N6-([6-aminobenzyl]carbamoylmethyl)-adenosine